NC1=C(C=C(C(=N1)C(=O)OC)Br)C=COCC methyl 6-amino-3-bromo-5-(2-ethoxyethenyl)pyridine-2-carboxylate